C(N)(O[C@@]1(C(CCC2=CC(=CC=C12)C1=CC(=CC=C1)CCC)(C)C)[C@@H]1CN2CCC1CC2)=O (S)-quinuclidin-3-yl((R)-2,2-dimethyl-6-(3-propylphenyl)-1,2,3,4-tetrahydronaphthalen-1-yl) carbamate